CC1=C(C=CC=[N+]1CC2=CN=C(NC2=O)C)CCO The molecule is a pyridinium ion having methyl and 2-hydroxyethyl groups at positions 2 and 3 respectively as well as a 4-hydroxy-2-methylpyrimid-5-ylmethyl attached to the nitrogen.